C1(CC1)C1=CN=C(S1)N 5-Cyclopropylthiazol-2-amine